C(C)(C)(C)NC1=NC(=NC=C1C(=O)N)NC1CCOCC1 4-(tert-butylamino)-2-(tetrahydro-2H-pyran-4-ylamino)pyrimidine-5-carboxamide